[Cu](I)I.[Bi] Bismuth copper iodide